OC1=C(C=CC2=CC=CC(=C12)O)C(C)=O 1-(1,8-dihydroxynaphthalene-2-yl)ethanone